ClC=1C=C(C=CC1C(F)(F)F)N1C(N=C(C=C1N1N=C(C=C1C)C)N)N N1-(3-Chloro-4-(trifluoromethyl)phenyl)-6-(3,5-dimethyl-1H-pyrazol-1-yl)pyrimidine-2,4-diamine